(1R,5S,6r)-6-[5,5-dimethyl-4-(3-methylphenyl)-4,5-dihydro-1,2-oxazol-3-yl]-3-azabicyclo[3.1.0]hexane TFA Salt OC(=O)C(F)(F)F.CC1(C(C(=NO1)C1[C@H]2CNC[C@@H]12)C1=CC(=CC=C1)C)C